ON=C1CC2(CN(C2)C(=O)OC(C)(C)C)C1 tert-butyl 6-hydroxyimino-2-azaspiro[3.3]heptane-2-carboxylate